trihexadecylchlorosilane C(CCCCCCCCCCCCCCC)[Si](Cl)(CCCCCCCCCCCCCCCC)CCCCCCCCCCCCCCCC